4-(2-((R)-4-(4-isopropyl-3-methoxybenzyl)-2-(2-isopropylphenyl)piperazin-1-yl)-7-azaspiro[3.5]nonan-7-yl)benzamide C(C)(C)C1=C(C=C(CN2C[C@H](N(CC2)C2CC3(C2)CCN(CC3)C3=CC=C(C(=O)N)C=C3)C3=C(C=CC=C3)C(C)C)C=C1)OC